ethyl 2-[1-(3,4-difluorophenyl)pyrazol-3-yl]acetate FC=1C=C(C=CC1F)N1N=C(C=C1)CC(=O)OCC